tert-butyl (1-(2-((2-(2,6-dioxopiperidin-3-yl)-1,3-dioxoisoindolin-4-yl)thio) ethyl)piperidin-4-yl)carbamate O=C1NC(CCC1N1C(C2=CC=CC(=C2C1=O)SCCN1CCC(CC1)NC(OC(C)(C)C)=O)=O)=O